Cl.N[C@@H]1C[C@](CC1)(C(=O)N(C)OC)CC1=CC(=CC=C1)C1=NC=CC=N1 |o1:2,4| (1R*,3S*)-3-amino-N-methoxy-N-methyl-1-(3-(pyrimidin-2-yl)benzyl)cyclopentane-1-carboxamide hydrochloride